FC1(CC(N(C1)C#N)C)F 4,4-difluoro-2-methyl-pyrrolidine-1-carbonitrile